(S)-N-((S)-1-(2-chloro-phenyl)-2-(3,3-difluorocyclobutylamino)-2-oxoethyl)-N-(3-fluoro-phenyl)-2-oxo-3-(pyrimidin-2-yl)oxazolidine-4-carboxamide ClC1=C(C=CC=C1)[C@@H](C(=O)NC1CC(C1)(F)F)N(C(=O)[C@H]1N(C(OC1)=O)C1=NC=CC=N1)C1=CC(=CC=C1)F